SCCCCOC1=C(C=CC2=C(C(=CC=C12)CCCS)OCCCCS)CCCS 1,5-bis(4-mercaptobutoxy)-2,6-bis(3-mercaptopropyl)naphthalene